(E)-2-(2-chloro-1-benzothiophen-6-ylcarbonylamino)-5,5-dimethyl-3-hexenoic acid ClC=1SC2=C(C1)C=CC(=C2)C(=O)NC(C(=O)O)\C=C\C(C)(C)C